COC1=CC=C(C=C1)C1=C2C(=C(C(N(C2=NC=C1)CCN1CCOCC1)=O)C(=O)NC1CC2(C1)CCC2)C (4-methoxyphenyl)-4-methyl-1-(2-morpholinylethyl)-2-oxo-N-(spiro[3.3]hept-2-yl)-1,2-dihydro-1,8-naphthyridine-3-carboxamide